C(C)(C)(C)OC(=O)N1[C@@H](C[C@H](CC1)N1N=NC=2C(=NC=3C(=C(C(=CC3C21)C)C2=C(C(=CC=C2)C)C)F)SC)CC#N (2S,4S)-2-(cyanomethyl)-4-(7-(2,3-dimethylphenyl)-6-fluoro-8-methyl-4-(methylsulfanyl)-1H-[1,2,3]triazolo[4,5-c]quinolin-1-yl)piperidine-1-carboxylic acid tert-butyl ester